N,N-DIALLYLAMIN C(C=C)NCC=C